Zinc pentadecyl benzenesulfonate C1(=CC=CC=C1)S(=O)(=O)OCCCCCCCCCCCCCCC.[Zn]